ClC1=C(C=CC(=C1)Cl)C1=NC(=NC=C1N1C=NC=C1)NCCNC1=NC(=C(C=C1)[N+](=O)[O-])N N2-(2-((4-(2,4-dichlorophenyl)-5-(1H-imidazol-1-yl)pyrimidin-2-yl)amino)ethyl)-5-nitropyridine-2,6-diamine